CC=1C=C2C(=CC1O2)C(C)(C)C 3-methyl-6-tert-butyl-1,4-phenylene ether